(2R)-2-formyl-4-[6-nitro-3-phenoxy-2-(trifluoromethyl)phenyl]Piperazine-1-carboxylic acid tert-butyl ester C(C)(C)(C)OC(=O)N1[C@H](CN(CC1)C1=C(C(=CC=C1[N+](=O)[O-])OC1=CC=CC=C1)C(F)(F)F)C=O